(6aR)-3-bromo-6a,7,9,10-tetrahydro-12H-pyrazino[2,1-c]pyrido[2,3-f][1,4]oxazepine-8(6H)-carboxylic acid tert-butyl ester C(C)(C)(C)OC(=O)N1C[C@@H]2COC3=C(CN2CC1)N=CC(=C3)Br